C(C)(C)(C)OC(=O)N[C@H](C(=O)OCC1=CC=CC=C1)CCC1=NC2=C(N1C1=CC=CC=C1)C=CC(=C2)[N+](=O)[O-] Benzyl (2S)-2-(tert-butoxycarbonylamino)-4-(5-nitro-1-phenyl-benzimidazol-2-yl)butanoate